ClC1=C(C=C(C=C1)NC1=NC2=C(N1C)C(=C(C=C2)OC2=CC(=NC=C2)NC(C)=O)C)C(F)(F)F N-(4-((2-((4-chloro-3-(trifluoromethyl)phenyl)amino)-1,7-dimethyl-1H-benzo[d]imidazol-6-yl)oxy)pyridin-2-yl)acetamide